ClC=1C=2N(C=C(N1)Cl)N=CC2C#N 4,6-dichloropyrazolo[1,5-a]pyrazine-3-carbonitrile